NC1=NC=CC(=N1)C=1C=C(OC2=C(C=C(C=C2)NC(=O)C=2C(N(N(C2C)CC(C)(C)O)C2=CC=CC=C2)=O)F)C=CC1O N-(4-(3-(2-aminopyrimidin-4-yl)-4-hydroxyphenoxy)-3-fluorophenyl)-1-(2-hydroxy-2-methyl-Propyl)-5-methyl-3-oxo-2-phenyl-2,3-dihydro-1H-pyrazole-4-carboxamide